[Ca+2].C(C(=C)C)(=O)[O-].C(C(=C)C)(=O)[O-] methacrylic acid calcium salt